2-hydroxypropyltrimethoxysilane OC(C[Si](OC)(OC)OC)C